C(C)OC(=O)[C@@H]1CC12CCN(CC2)S(N)(=O)=O.CN2C=NC1=C2C(=C(C=C1C1=CC=C(C=C1)OC(F)(F)F)CNC(C=C)=O)[C@H](CO)O N-[[3-methyl-4-[(1R)-1,2-dihydroxyethyl]-7-[4-(trifluoromethoxy)phenyl]benzimidazol-5-yl]methyl]prop-2-enamide ethyl-(1R)-6-sulfamoyl-6-azaspiro[2.5]octane-1-carboxylate